4-(1-aminocyclopropyl)benzonitrile hydrochloride Cl.NC1(CC1)C1=CC=C(C#N)C=C1